7-(4-diethylamino-2-hexyloxy-phenyl)-7-(1-ethyl-2-methyl-1H-indol-3-yl)-7H-furo(3,4-b)pyridine-5-one C(C)N(C1=CC(=C(C=C1)C1(OC(C=2C1=NC=CC2)=O)C2=C(N(C1=CC=CC=C21)CC)C)OCCCCCC)CC